CC1=C(SC=2N=CN=C(C21)N2CCN(CC2)CC=2C=C1C(N(C(C1=CC2)=O)N2C(NC(CC2)=O)=O)=O)C 5-((4-(5,6-dimethylthieno[2,3-d]pyrimidin-4-yl)piperazin-1-yl)methyl)-2-(2,4-dioxotetrahydropyrimidin-1(2H)-yl)isoindoline-1,3-dione